BrC=1C(=C(C=CC1)N(C[C@H](CCC(=O)OC)NC(=O)OC(C)(C)C)C)F methyl (4S)-5-[(3-bromo-2-fluorophenyl)(methyl) amino]-4-[(tert-butoxycarbonyl) amino]pentanoate